FC=1C=CC(=C(C1)B(O)O)C=O (5-fluoro-2-formyl-phenyl)boronic acid